6-methyl-2-[2-[[7-(5-methyl-1,2,4-oxadiazol-3-yl)-1-isoquinolinyl]amino]ethyl]-1-oxo-3,4-dihydropyrrolo[1,2-a]pyrazine-7-carboxylic acid CC1=C(C=C2N1CCN(C2=O)CCNC2=NC=CC1=CC=C(C=C21)C2=NOC(=N2)C)C(=O)O